ClC1=C(C=CC=C1)N1CCC(CC1)CCN1N=C(C=2CCCCC12)C(=O)N1CCC(CC1)NC(C)=O N-[1-[1-[2-[1-(2-chlorophenyl)-4-piperidyl]ethyl]-4,5,6,7-tetrahydroindazole-3-carbonyl]-4-piperidyl]acetamide